(2S,3S,4R,5R)-5-(6-(((1H-imidazol-4-yl)methyl)amino)-2-(5-chloropyridin-3-yl)-9H-purine-9-yl)-3,4-dihydroxy-N-(methyl-d3)-tetrahydrofuran-2-carboxamide N1C=NC(=C1)CNC1=C2N=CN(C2=NC(=N1)C=1C=NC=C(C1)Cl)[C@H]1[C@@H]([C@@H]([C@H](O1)C(=O)NC([2H])([2H])[2H])O)O